uranium oxide, carbonate salt C([O-])([O-])=O.[O-2].[U+4]